methyl (S)-2-((tert-butoxycarbonyl)amino)-3-(2,5-difluoro-4-hydroxyphenyl)propanoate C(C)(C)(C)OC(=O)N[C@H](C(=O)OC)CC1=C(C=C(C(=C1)F)O)F